FC=1C=C(C(=O)O)C=C(C1)C(CC)(C1CCOCC1)O 3-Fluoro-5-(1-hydroxy-1-(tetrahydro-2H-pyran-4-yl)propyl)benzoic acid